6-chloro-5-methoxy-N-(5-methyl-1-(tetrahydro-2H-pyran-2-yl)-1H-pyrazol-3-yl)-2-(methylthio)pyrimidin-4-amine ClC1=C(C(=NC(=N1)SC)NC1=NN(C(=C1)C)C1OCCCC1)OC